C(C)(C)NS(O)(=O)=O iso-propyl-sulfamic acid